BrC=1C(=C(C(N(N1)C)=O)C)SCC1=CC=C(C=C1)OC 6-bromo-5-((4-methoxybenzyl)thio)-2,4-dimethylpyridazin-3(2H)-one